5-chloro-4-[4-(2-hydroxyethyl)-1,4-diazepan-1-yl]-2-(4-pyridinyl)-1H-pyrimidin-6-one ClC1=C(N=C(NC1=O)C1=CC=NC=C1)N1CCN(CCC1)CCO